N-phenyl-5-[[(3S)-1-[2-oxo-2-[(2S)-2-cyanopyrrolidin-1-yl]ethyl]pyrrolidin-3-yl]amino]quinoline-8-carboxamide C1(=CC=CC=C1)NC(=O)C=1C=CC(=C2C=CC=NC12)N[C@@H]1CN(CC1)CC(N1[C@@H](CCC1)C#N)=O